CC=1C=C(C=CC1)N1C(NC=C1)=O 3-methylphenyl-1H-imidazol-2(3H)-one